N-(4-cyclopropyl-5-(4-fluorophenyl)-1-methyl-1H-pyrazol-3-yl)-1-(trifluoromethyl)cyclopropane-1-carboxamide C1(CC1)C=1C(=NN(C1C1=CC=C(C=C1)F)C)NC(=O)C1(CC1)C(F)(F)F